3-(2-((3s,5r)-3-(3,5-dimethyl-4H-1,2,4-triazol-4-yl)-5-methylpiperidin-1-yl)pyrimidin-4-yl)-6-(trifluoromethyl)imidazo[1,2-a]pyridine CC1=NN=C(N1[C@@H]1CN(C[C@@H](C1)C)C1=NC=CC(=N1)C1=CN=C2N1C=C(C=C2)C(F)(F)F)C